(R)-N-(4-(3-aminopiperidin-1-yl)-5-bromo-1H-pyrrolo[2,3-b]pyridin-3-yl)nicotinamide N[C@H]1CN(CCC1)C1=C2C(=NC=C1Br)NC=C2NC(C2=CN=CC=C2)=O